C(CCC)N(CCN(CCN(C)CCCC)C)C N,N''-dibutyl-N,N',N''-trimethyl(diethylenetriamine)